ClC=1C(=NN(C1)C(=O)N1CCC2(CCNC2)CC1)C(=O)O 4-chloro-1-(2,8-diazaspiro[4.5]decane-8-carbonyl)-1H-pyrazole-3-carboxylic acid